(hydroxymethyl)benzyl(prop-2-yn-1-yl)carbamate OCOC(N(CC#C)CC1=CC=CC=C1)=O